rac-N-{(7S,8R)-8-[(3',5'-dimethyl[1,1'-biphenyl]-3-yl)methyl]-2-ethyl-1-oxo-1,2,5,6,7,8-hexahydroisoquinolin-7-yl}methanesulfonamide CC=1C=C(C=C(C1)C)C1=CC(=CC=C1)C[C@H]1[C@H](CCC=2C=CN(C(C12)=O)CC)NS(=O)(=O)C |r|